N-(2-amino-3-hydroxypropyl)-4-((3-(2,3-difluoro-4-methoxyphenyl)imidazo[1,2-a]pyrazin-8-yl)amino)-2-ethylbenzamide hydrochloride Cl.NC(CNC(C1=C(C=C(C=C1)NC=1C=2N(C=CN1)C(=CN2)C2=C(C(=C(C=C2)OC)F)F)CC)=O)CO